ClC=1C(=NC(=NC1)NC=1C=CC2=C(CC[C@H](CC2)N2CCCC2)C1)NC1=C(N=CS1)C(=O)OCC ethyl (S)-5-((5-chloro-2-((7-(pyrrolidin-1-yl)-6,7,8,9-tetrahydro-5H-benzo[7]annulen-2-yl)amino)pyrimidin-4-yl)amino)thiazole-4-carboxylate